Cl.N[C@@H](C)C(=O)OC1CCN(CC1)C(C)=O 1-acetylpiperidin-4-yl alaninate hydrochloride